N-(3,5-dibromophenyl)-N-mesityl-dibenzo[b,d]thiophen-1-amine BrC=1C=C(C=C(C1)Br)N(C1=CC=CC=2SC3=C(C21)C=CC=C3)C3=C(C=C(C=C3C)C)C